C(CCCCCCCCCC=CCC)(=O)O 11-Tetradecenoic acid